NC=1C2=C(N=CN1)N(C=C2C=2C(=C(C=CC2)NS(=O)(=O)C2=CC(=C(C=C2)OC)C)F)C2CCOCC2 N-{3-[4-amino-7-(tetrahydro-pyran-4-yl)-7H-pyrrolo[2,3-d]pyrimidin-5-yl]-2-fluoro-phenyl}-4-methoxy-3-methyl-benzenesulfonamide